CN(C)C(C)[C-]1C=CC=C1.[CH-]1C=CC=C1.[Fe+2] alpha-(N,N-dimethylamino)ethyl-ferrocene